magnesium-tantalum [Ta].[Mg]